ClC1=CC(=C(C=C1)NC[C@@H]1OCCN(C1)C(C)=O)[N+](=O)[O-] (S)-1-(2-(((4-Chloro-2-nitrophenyl)amino)methyl)morpholino)ethane-1-one